Cl.C12NCC(C(C1)=O)CC2 2-Azabicyclo[2.2.2]octan-5-one hydrochloride salt